NC(CC)(C1=CC=CC=C1)OC1=CC=CC=C1 Aminophenoxyphenyl-propane